2-(3,4-Dihydroxyphenyl)-6-(2-hydroxyphenyl)-4H-chromen-4-one OC=1C=C(C=CC1O)C=1OC2=CC=C(C=C2C(C1)=O)C1=C(C=CC=C1)O